Cl.ClC1=C(C=CC(=C1)Cl)C=1CCCC2=C(C1C1=CC(=CC=C1)N[C@H]1CN(CC1)CCCF)C=CC(=C2)C(=O)O (R)-8-(2,4-dichlorophenyl)-9-(3-((1-(3-fluoropropyl)pyrrolidin-3-yl)amino)phenyl)-6,7-dihydro-5H-benzo[7]annulene-3-carboxylic acid, hydrochloride